7-phenyl-6,7-dihydro-5H-pyrrolo[1,2-a]imidazole-2-carboxylic acid C1(=CC=CC=C1)C1CCN2C1=NC(=C2)C(=O)O